P(=O)(OC(C(C)C)CCC)(OCCCC)[O-] n-propylisobutyl n-butyl phosphate